C(C)C=1C(NC2=CC(=CN=C2C1)CN1CCN(CC1)C=1C=NC(=CC1)[N+](=O)[O-])=O 3-Ethyl-7-((4-(6-nitropyridin-3-yl)piperazin-1-yl)methyl)-1,5-naphthyridin-2(1H)-one